COC1=CC2=C(C(CO2)(C)C)C=C1 6-methoxy-3,3-dimethyl-2H-benzofuran